C(C)N1N=NC(=C1)S(=O)(=O)N1CCN(CC1)CC(C)C 4-((1-ethyl-1H-1,2,3-triazol-4-yl)sulfonyl)-1-isobutylpiperazin